IC=1C(=NN(C1)CC1=CC=C(C=C1)OC)C(=O)OC methyl 4-iodo-1-[(4-methoxyphenyl) methyl]-1H-pyrazole-3-carboxylate